dimethyl 4-hydroxy-benzene-1,2-dicarboxylate OC=1C=C(C(=CC1)C(=O)OC)C(=O)OC